NC1=NN(C=C1)C=1C=CC(=C(C1)O)C=1N=NC(=CC1)N(C1CC(NC(C1)(C)C)(C)C)C 5-(3-amino-pyrazol-1-yl)-2-{6-[methyl-(2,2,6,6-tetramethyl-piperidin-4-yl)-amino]pyridazin-3-yl}-phenol